N-(7-fluoro-2-methyl-2H-indazol-5-yl)-5-(3-((3-fluoroazetidin-1-yl)methyl)azetidin-1-yl)pyrazine-2-carboxamide Cesium carbonate C([O-])([O-])=O.[Cs+].FC1=CC(=CC2=CN(N=C12)C)NC(=O)C1=NC=C(N=C1)N1CC(C1)CN1CC(C1)F.[Cs+]